FC1=C(C(=CC=C1)F)C1=NC(=C2N1C=CNC2=O)NC2=CC=C(C=C2)C(=O)N2CCOCC2 3-(2,6-Difluorophenyl)-1-((4-(morpholine-4-carbonyl)phenyl)amino)imidazo[1,5-a]pyrazin-8(7H)-one